BrCC(=O)C1=CC(=CC(=C1)OC(C)=O)OC(C)=O 2-bromo-3',5'-diacetoxyacetophenone